Cl.Cl.CN1[C@H](CNCC1)C (S)-1,2-dimethylpiperazine dihydrochloride